(R)-N-(1-cyanopyrrolidin-3-yl)-2-fluoro-4-(1-(2-methoxyethyl)-1H-pyrazol-4-yl)benzamide C(#N)N1C[C@@H](CC1)NC(C1=C(C=C(C=C1)C=1C=NN(C1)CCOC)F)=O